C(C)(=O)C1=NN(C2=C(C=C(C=C12)C=1C=NC(=NC1)C)C)CC(=O)N1[C@@H]2C[C@@]2(C[C@H]1C(=O)NCC1=CC(=CC=C1)F)C (1R,3S,5R)-2-(2-(3-acetyl-7-methyl-5-(2-methylpyrimidin-5-yl)-1H-indazol-1-yl)acetyl)-N-(3-fluorobenzyl)-5-methyl-2-azabicyclo[3.1.0]hexane-3-carboxamide